FC=1C=C2C(=NNC2=CC1F)C=1N=C2CCCN(C2=CC1)C(CO)=O 1-(6-(5,6-difluoro-1H-indazol-3-yl)-3,4-dihydro-1,5-naphthyridin-1(2H)-yl)-2-hydroxyethan-1-one